C1(CC2C(CC1)O2)C[Si](OCCCC)(OCCCC)OCCCC (3,4-epoxycyclohexyl)methyltributoxysilane